1-(2-aminophenyl)-3-(p-trifluoromethylphenyl)prop-2-yn-1-one NC1=C(C=CC=C1)C(C#CC1=CC=C(C=C1)C(F)(F)F)=O